4-(n-propyl)pyridine tert-butyl-N-[(2S)-1-oxo-3-[(6R*)-5-oxo-4-azaspiro[2.4]heptan-6-yl]propan-2-yl]carbamate C(C)(C)(C)OC(N[C@H](C=O)C[C@H]1C(NC2(CC2)C1)=O)=O.C(CC)C1=CC=NC=C1 |o1:11|